O=C1NC(CCC1N1CC2=CC=C(C=C2C1=O)OCC(=O)O)=O 2-((2-(2,6-dioxopiperidin-3-yl)-3-oxoisoindolin-5-yl)oxy)acetic acid